1-(11Z-docosenoyl)-2-pentadecanoyl-glycero-3-phosphocholine CCCCCCCCCCCCCCC(=O)O[C@H](COC(=O)CCCCCCCCC/C=C\CCCCCCCCCC)COP(=O)([O-])OCC[N+](C)(C)C